C1(=CC=CC=C1)[C@@H](C)OC(=O)NC=1N(N=CC1)C1=CC=C(C=C1)Br 3-[(R)-1-phenylethoxycarbonylamino]-2-(p-bromophenyl)-2H-pyrazole